ClC=1C2=C(N=C(N1)C)NC(C(=C2)N2CCN(CC2)C(=O)OC(C)(C)C)=O tert-butyl 4-(4-chloro-2-methyl-7-oxo-7,8-dihydropyrido[2,3-d]pyrimidin-6-yl)piperazine-1-carboxylate